C(CCCCCCCCCCCCCCCC)(=O)O.C1(=CC=CC=C1)C1=C(C(=O)N)C=CC(=N1)OC(F)(F)F (phenyl)-6-(trifluoromethoxy)nicotinamide Margarate